C(#N)C=1C(=NC(=C(C1C1CC1)C#N)N1C[C@@H](CCC1)O)SC(C(=O)N)C1=CC=CC=C1 2-((3,5-dicyano-4-cyclopropyl-6-((R)-3-hydroxypiperidin-1-yl)pyridin-2-yl)sulfanyl)-2-phenylacetamide